N-(4-(3-Chloro-2-(2-chloro-3-(6-methoxy-5-(((tetrahydro-2H-pyran-4-yl)amino)methyl)pyridin-2-yl)phenyl)pyridin-4-yl)-2-methoxybenzyl)tetrahydro-2H-pyran-4-amine ClC=1C(=NC=CC1C1=CC(=C(CNC2CCOCC2)C=C1)OC)C1=C(C(=CC=C1)C1=NC(=C(C=C1)CNC1CCOCC1)OC)Cl